FC1=C(C=CC(=C1CO)F)C1=NC(=NC=C1)C(=O)N 4-(2,4-difluoro-3-(hydroxymethyl)phenyl)pyrimidine-2-carboxamide